C1(CC1)C=1N=NN(C1)[C@H](C(=O)N1[C@@H](C[C@H](C1)O)C(=O)NCCOC1C(C1)(F)F)C(C)(C)C (2S,4R)-1-[(2S)-2-(4-cyclopropyltriazol-1-yl)-3,3-dimethyl-butanoyl]-N-[2-(2,2-difluorocyclopropoxy)ethyl]-4-hydroxy-pyrrolidine-2-carboxamide